4-amino-3-chloro-5-fluoro-6-(3-fluoro-4-(trimethylsilyl)phenyl)-pyridine-2-carboxylic acid methyl ester COC(=O)C1=NC(=C(C(=C1Cl)N)F)C1=CC(=C(C=C1)[Si](C)(C)C)F